[Ni].[Mn].[Al].[Zn] zinc-aluminum-manganese-nickel